2-[3-(2-acetylphenyl)-3,3-difluoro-propyl]isoindoline-1,3-dione C(C)(=O)C1=C(C=CC=C1)C(CCN1C(C2=CC=CC=C2C1=O)=O)(F)F